[C@H]12CC(C[C@H](CCC1)N2)N(C2=CC=C(N=N2)C2=C(C=C(C=C2)C=2C=NN(C2)C([2H])([2H])[2H])O)C 2-(6-(((1R,3s,5S)-9-azabicyclo[3.3.1]nonan-3-yl)(methyl)amino)pyridazin-3-yl)-5-(1-(methyl-d3)-1H-pyrazol-4-yl)phenol